C(#N)N1C[C@H]([C@@H](C1)C)C(=O)NC=1SC(=CN1)N1CCCCC1 trans-1-cyano-4-methyl-N-(5-(piperidin-1-yl)thiazol-2-yl)pyrrolidine-3-carboxamide